7,8-Dichloro-10-(2,2-difluoroethoxy)-1-methyl-3,4,5,6-tetrahydroazepino[4,5-b]indol-2(1H)-one ClC1=C(C=C(C=2C3=C(NC12)CCNC(C3C)=O)OCC(F)F)Cl